NC1=NC=C(C2=C1C(=NN2C(C)C)C2=CC(=C(C=C2F)NS(=O)(=O)C2=C(C=CC=C2)Cl)F)C2CCC(CC2)NCCOC N-(4-(4-amino-1-isopropyl-7-((1r,4r)-4-((2-methoxyethyl)amino)cyclohexyl)-1H-pyrazolo[4,3-c]pyridin-3-yl)-2,5-difluorophenyl)-2-chlorobenzenesulfonamide